C1(CC1)CN1C(=CC2=CC=CC(=C12)CCCS(=O)(=O)C)C1=NC2=C(N1C)C(=CC(=C2)C(=O)N2[C@@H]1CC[C@H](C2)[C@H]1N)OC (1R,4R,7R)-2-{2-[1-(cyclopropylmethyl)-7-(3-methanesulfonylpropyl)-1H-indol-2-yl]-7-methoxy-1-methyl-1H-1,3-benzodiazole-5-carbonyl}-2-azabicyclo[2.2.1]heptan-7-amine